5-(4-((diethylamino)methyl)phenyl)-N-(3-(4-morpholinopiperidin-1-yl)propyl)thieno[3,2-b]pyridin-7-amine C(C)N(CC)CC1=CC=C(C=C1)C1=CC(=C2C(=N1)C=CS2)NCCCN2CCC(CC2)N2CCOCC2